gamma-methacryloxypropyltriisopropoxysilane C(C(=C)C)(=O)OCCC[Si](OC(C)C)(OC(C)C)OC(C)C